C(CCCCC)C(COCC(CC1[NH+]=CC2=CC=CC=C2C1)OS(=O)(=O)O)CCCCCCCCCC 3-[(2-hexyldodecyl)oxy-2-(sulfooxy)propyl]-3,4-dihydroisoquinolinium